N-[4-fluoro-2-(3,3,3-trifluoropropyl)phenyl]acetamide FC1=CC(=C(C=C1)NC(C)=O)CCC(F)(F)F